BrC=1C=C(C=CC1)C(CCCC(CSCC(=O)OC)(C)C)N1N=C(C=C1)C1=CC(=CC=C1)OC=1C(=C2C=CNC2=CC1F)C=C methyl 2-((6-(3-bromophenyl)-6-(3-(3-((6-fluoro-4-vinyl-1H-indol-5-yl)oxy)phenyl)-1H-pyrazol-1-yl)-2,2-dimethylhexyl)thio)acetate